COC1=CC=C(CCC=2C(=NSN2)O)C=C1 4-(4-methoxyphenethyl)-1,2,5-thiadiazol-3-ol